8-nitro-1,2,4a,5-tetrahydro-4H-benzo[b][1,4]oxazino[4,3-d][1,4]oxazine-9-carboxylic acid methyl ester COC(=O)C1=CC2=C(OCC3N2CCOC3)C=C1[N+](=O)[O-]